(S)-N-((S)-1-(2-fluoro-5-(trifluoromethoxy)phenyl)ethyl-2,2,2-d3)-2-methylpropane-2-sulfinamide FC1=C(C=C(C=C1)OC(F)(F)F)[C@H](C([2H])([2H])[2H])N[S@@](=O)C(C)(C)C